C12C(CC(CC1C=O)C2)C=O exo-2,6-norbornane-dicarboxaldehyde